N-((R)-1-(2,2-difluoroacetyl)piperidin-3-yl)-2-(2-(6-((cis)-2,6-dimethylmorpholino)pyridin-2-yl)-1,6-naphthyridin-7-yl)acetamide FC(C(=O)N1C[C@@H](CCC1)NC(CC1=NC=C2C=CC(=NC2=C1)C1=NC(=CC=C1)N1C[C@@H](O[C@@H](C1)C)C)=O)F